CN1C(=NC2=NC=C(C(=C21)C#N)OC=2C=NN1C2C(=NC(=C1)NC)C)NC=1C(N(C=C(C1)C(F)(F)F)C)=O 1-methyl-2-((1-methyl-2-oxo-5-(trifluoromethyl)-1,2-dihydropyridin-3-yl)amino)-6-((4-methyl-6-(methylamino)pyrazolo[1,5-a]pyrazin-3-yl)oxy)-1H-imidazo[4,5-b]pyridine-7-carbonitrile